ClC1=CC=C2C(=C1)NC([C@]21C[C@@H](N[C@@H](C1)C=1N=NN(C1)C)C)=O (2'S,3S,6'S)-6-chloro-2'-methyl-6'-(1-methyltriazol-4-yl)spiro[indoline-3,4'-piperidine]-2-one